CC=1C(C(C(=O)N)C=CC1)(C(=O)N)CCC1N=CC(=CC1(Cl)Br)Br methyl-2-[3,5-dibromo-2-(3-chloropyridin-2-yl)ethyl]phthalamide